(R)-N-(3-(N-(2-chloroacetyl)-S-methylamino-sulfinyl)phenyl)-3-((6-fluoro-2-methylpyridin-3-yl)oxy)-5-methyl-6-(trifluoromethyl)pyridazine-4-carboxamide ClCC(=O)N([S@](=O)C=1C=C(C=CC1)NC(=O)C1=C(N=NC(=C1C)C(F)(F)F)OC=1C(=NC(=CC1)F)C)C